N-(4-methyl-3-((4-(pyridin-3-yl)pyrimidin-2-yl)amino)phenyl)-4-((4-methyl-piperazin-1-yl)methyl)benzamide CC1=C(C=C(C=C1)NC(C1=CC=C(C=C1)CN1CCN(CC1)C)=O)NC1=NC=CC(=N1)C=1C=NC=CC1